2-{2-methyl-6-[2-(2,3,6,7-tetrahydro-1H,5H-benzo[ij]quinolizin-9-yl)vinyl]-4H-pyran-4-ylidene}malononitrile CC=1OC(=CC(C1)=C(C#N)C#N)C=CC1=CC=2CCCN3CCCC(C23)=C1